2,4,6-tris[p-(2-ethylhexyl-oxycarbonyl)anilino]-1,3,5-triazine C(C)C(COC(=O)C1=CC=C(NC2=NC(=NC(=N2)NC2=CC=C(C=C2)C(=O)OCC(CCCC)CC)NC2=CC=C(C=C2)C(=O)OCC(CCCC)CC)C=C1)CCCC